FC(C1=C(C=CC(=C1N)N)C1=C(C=CC=C1)C(F)(F)F)(F)F 2,2'-bistrifluoromethyl-diaminobiphenyl